FC1=C2C=CNC2=CC(=C1OC=1C=C(C=CC1)C=1NC(=CN1)C(C=1C=C(C=CC1)CCC(=O)OC)NC)F methyl 3-(3-((2-(3-((4,6-difluoro-1H-indol-5-yl)oxy)phenyl)-1H-imidazol-5-yl)(methylamino)methyl)phenyl)propanoate